ClC=1C=C2C=NC(=NC2=CC1[C@@H]1[C@H](CNCC1)F)NC=1C=NN(C1Cl)[C@@H]1C(C1)(F)F (S)-(3R,4R)-6-chloro-N-(5-chloro-1-(2,2-difluorocyclopropyl)-1H-pyrazol-4-yl)-7-(3-fluoropiperidin-4-yl)quinazolin-2-amine